CN(C(=O)N)CC1=CN=C(C2=CC=CC=C12)OCC1=NN(C=N1)C 1-methyl-1-((1-((1-methyl-1H-1,2,4-triazol-3-yl)methoxy)isoquinolin-4-yl)methyl)urea